2-((3-methoxyphenyl)amino)naphthalene-1,4-dione COC=1C=C(C=CC1)NC=1C(C2=CC=CC=C2C(C1)=O)=O